(2Z)-But-2-ene C\C=C/C